[Cd+2].C(#C)C=1SC=C(N1)C(=O)NCC1=CC=C(C=C1)C1=NN(C=C1)C 2-Ethynyl-N-(4-(1-methyl-1H-pyrazol-3-yl)benzyl)thiazole-4-carboxamide Cadmium(2+)